FC1=C(C(=CC=C1C=1CNC(C1)C(C)C)O)N1CC(NS1(=O)=O)=O 5-(2-fluoro-6-hydroxy-3-(5-isopropyl-2,5-dihydro-1H-pyrrol-3-yl)phenyl)-1,2,5-thiadiazolidin-3-one 1,1-dioxide